2-(4-formylcyclohexyl)-5-isopropoxy-N-(1-methyl-2-oxo-1,2-dihydropyridin-3-yl)benzo[d]thiazole-6-carboxamide C(=O)C1CCC(CC1)C=1SC2=C(N1)C=C(C(=C2)C(=O)NC=2C(N(C=CC2)C)=O)OC(C)C